1-[3-(4-Bromo-2-methyl-2H-pyrazol-3-yl)-4-methoxy-phenyl]-3-(3-fluoro-phenyl)-urea BrC1=C(N(N=C1)C)C=1C=C(C=CC1OC)NC(=O)NC1=CC(=CC=C1)F